C(C)(C)(C)OC(=O)C1=C(C=C(C=C1)C=1C=CC(=NC1)NC(=O)[C@@H]1N(CCC1)C(=O)OC(C)(C)C)F tert-butyl (2R)-2-({5-[4-(tert-butoxycarbonyl)-3-fluorophenyl]pyridin-2-yl}carbamoyl)pyrrolidine-1-carboxylate